N1=NC=C(C=C1)CNC(C)=O N-(pyridazin-4-yl-methyl)-acetamide